C(C)(C)(C)C=1C=CC=2N(C3=CC=C(C=C3C2C1)C(C)(C)C)C=1C=C(C=C(C1)N1C2=CC=C(C=C2C=2C=C(C=CC12)C(C)(C)C)C(C)(C)C)C=1C2=CC=CC=C2C(=C2C=CC=CC12)C1=CC(=CC(=C1)N1C2=CC=C(C=C2C=2C=C(C=CC12)C(C)(C)C)C(C)(C)C)N1C2=CC=C(C=C2C=2C=C(C=CC12)C(C)(C)C)C(C)(C)C 9,10-bis(3,5-bis(3,6-di-tert-butylcarbazol-9-yl)-phenyl)anthracene